ClC(OC1=CC=C(C=C1)NC(=O)C1=CN(C(C=C1)=O)[C@@H]1COCC1)(F)F N-[4-[Chloro(difluoro)methoxy]phenyl]-6-oxo-1-[(3S)-tetrahydrofuran-3-yl]pyridine-3-carboxamide